BrC1=CC=C(C=C1)C(=C(C1=CC=C(C=C1)Br)C1=CC=C(C=C1)Br)C1=CC=C(C=C1)Br Tetrakis(4-bromophenyl)ethylene